tert-butyl (4-fluoro-2-(2-Carbonylbut-3-en-1-yl)benzyl)carbamate FC1=CC(=C(CNC(OC(C)(C)C)=O)C=C1)CC(C=C)=C=O